FC(C(=O)O)(F)F.NCC(CC=1N(C(NN1)=O)CC=1SC=C(C1)Br)=C(F)F [2-(aminomethyl)-3,3-difluoro-allyl]-4-[(4-bromo-2-thienyl)methyl]-1,2,4-triazol-3-one trifluoroacetate salt